OCC1=C(C=C(C(=O)NCCCCCC(CI)=O)C=C1)[N+](=O)[O-] 4-(hydroxymethyl)-N-(7-iodo-6-oxoheptyl)-3-nitrobenzamide